gold cyanide potassium cyanide [C-]#N.[K+].[Au](C#N)(C#N)C#N